4-methyl-5-(pyrrolidin-3-ylamino)picolinonitrile CC1=CC(=NC=C1NC1CNCC1)C#N